BrC=1C=CC=C2C(=CN=CC12)Cl 8-bromo-4-chloroisoquinoline